C(C)(C)(C)OC(=O)N1[C@H](C=2C(CC1)=C(NN2)OS(=O)(=O)C(F)(F)F)C (S)-7-methyl-3-(((trifluoromethyl)sulfonyl)oxy)-2,4,5,7-tetrahydro-6H-pyrazolo[3,4-c]pyridine-6-carboxylic acid tert-butyl ester